FC1=CC=C(C=C1)[C@H](C)NC1=NC(=CC(=N1)NC1=NC=CN=C1)N1CCN(CC1)S(=O)(=O)C (S)-N2-[1-(4-fluorophenyl)ethyl]-6-[4-(methylsulfonyl)piperazin-1-yl]-N4-(pyrazin-2-yl)pyrimidine-2,4-diamine